methyl (E)-[4-[3-(4-chlorophenyl)-3-[4-[3-(4-hydroxypiperidin-1-yl)propynyl]phenyl]allyloxy]-2-methylphenoxy]acetate ClC1=CC=C(C=C1)/C(=C/COC1=CC(=C(OCC(=O)OC)C=C1)C)/C1=CC=C(C=C1)C#CCN1CCC(CC1)O